FC1=C(C=C2CCC(N(C2=C1)C)=O)C=1C=NC=C(C1)O[C@H]1CN(CC1)C(CC)=O 7-Fluoro-1-methyl-6-[5-((R)-1-propionyl-pyrrolidin-3-yloxy)-pyridin-3-yl]-3,4-dihydro-1H-quinolin-2-one